8-chloro-3-(1-hydroxyethyl)-2-phenylquinoline ClC=1C=CC=C2C=C(C(=NC12)C1=CC=CC=C1)C(C)O